The molecule is a carbobicyclic compound that is bicyclo[3.2.1]oct-6-ene which is substituted by a methylene group at position 3 and by methyl groups at the 1,2,4,5,6,7, and 8-anti positions. It is the major volatile component released by the rhizobacterium Serratia odorifera. It has a role as a bacterial metabolite. It is a sesquiterpene, a carbobicyclic compound, an olefinic compound and a volatile organic compound. C[C@@H]1C(=C)[C@@H]([C@@]2(C([C@]1(C(=C2C)C)C)C)C)C